NCCS(=O)(=O)O.NCCS(=O)(=O)O taurine (2-aminoethane-1-sulfonate)